(2S)-cyanopyrrolidine C(#N)N1CCCC1